O[C@H]1CC[C@@]2([C@H]3CC[C@@]4([C@H](CC[C@H]4[C@@H]3CC[C@H]2C1)[C@@H](CCC(=O)N1C[C@@H](N(CC1)C(=O)OC)C)C)C)C Methyl (S)-4-((R)-4-((3S,5S,8R,9S,10S,13R,14S,17R)-3-hydroxy-10,13-dimethylhexadecahydro-1H-cyclopenta[a]phenanthren-17-yl)pentanoyl)-2-methylpiperazine-1-carboxylate